C(CCCCO)CCC/C=C\\C/C=C\\C/C=C\\CCCC(=O)[O-] The molecule is an omega-hydroxy fatty acid anion that is the conjugate base of 20-HETrE, obtained by deprotonation of the carboxy group; major species at pH 7.3. It is an omega-hydroxy fatty acid anion, an icosanoid anion, a hydroxy polyunsaturated fatty acid anion and a long-chain fatty acid anion. It is a conjugate base of a 20-HETrE.